(5-(4-(trifluoromethyl)phenyl)-2,5-diazaspiro[3.4]octane-2-yl)methanone FC(C1=CC=C(C=C1)N1C2(CN(C2)C=O)CCC1)(F)F